O[C@@H]1C[C@H](N(C1)C([C@H](C(C)C)C1=CC(=NO1)OCCOC1CCNCC1)=O)C(=O)N[C@@H](C)C1=CC=C(C=C1)C1=C(N=CS1)C (2S,4R)-4-hydroxy-1-[(2R)-3-methyl-2-[3-[2-(4-piperidyloxy)ethoxy]isoxazol-5-yl]butanoyl]-N-[(1S)-1-[4-(4-methylthiazol-5-yl)phenyl]ethyl]pyrrolidine-2-carboxamide